N-((1S,3r)-3-(4-(2-fluorophenyl)-5-(5-isopropoxypyridin-2-yl)-4H-1,2,4-triazol-3-yl)cyclobutyl)pyridineamide FC1=C(C=CC=C1)N1C(=NN=C1C1=NC=C(C=C1)OC(C)C)C1CC(C1)NC(=O)C1=NC=CC=C1